tert-butyl 4-[(3aR,4R,6R,6aS)-6-{4-amino-5-bromo-2-chloropyrrolo[2,3-d]pyrimidin-7-yl}-2,2-dimethyl-tetrahydro-3aH-cyclopenta[d][1,3]dioxol-4-yl]piperidine-1-carboxylate NC=1C2=C(N=C(N1)Cl)N(C=C2Br)[C@@H]2C[C@@H]([C@@H]1[C@H]2OC(O1)(C)C)C1CCN(CC1)C(=O)OC(C)(C)C